4-(2-((2S,3S)-2-benzyl-3-methoxy-3-methylpyrrolidin-1-yl)-6-((4-methoxybenzyl)oxy)pyrimidin-4-yl)morpholine C(C1=CC=CC=C1)[C@@H]1N(CC[C@]1(C)OC)C1=NC(=CC(=N1)N1CCOCC1)OCC1=CC=C(C=C1)OC